CN(C1=CC=C(C=C1)C=CC=1OC(=CC(C1)=C(C#N)C#N)C)C 2-(2-{2-[4-(dimethylamino)phenyl]ethenyl}-6-methyl-4H-pyran-4-ylidene)propanedinitrile